2-((S)-1-[1,4]dioxan-2-ylmethoxy)-8,11-dimethoxy-6,7-dihydro-pyrido[2,1-a]isoquinolin-4-one O1[C@@H](COCC1)COC=1C=C2N(CCC3=C(C=CC(=C23)OC)OC)C(C1)=O